C1(CC1)[C@H]1OC2=C([C@@H](N(C1)CC1=CC=C(C=C1)OC)C)N=CC=C2 |o1:7| (2R,5S*)-2-cyclopropyl-4-(4-methoxybenzyl)-5-methyl-2,3,4,5-tetrahydropyrido[2,3-f][1,4]oxazepine